OC12C(CC3C1C(OC=C3C(=O)OC)O)OC2 Methyl 2a,3-dihydroxy-2a,2b,3,6a,7,7a-hexahydro-2H-oxeto[2',3':4,5]cyclopenta[1,2-c]pyran-6-carboxylate